Decyl 2-({[4-(dimethylamino)butanoyl]oxy}methyl)-3-[(3-pentyloctanoyl)oxy]-2-{1-[(3-pentyloctanoyl)oxy]methyl}propyl hexanedioate C(CCCCC(=O)OCC(COC(CC(CCCCC)CCCCC)=O)(COC(CC(CCCCC)CCCCC)=O)COC(CCCN(C)C)=O)(=O)OCCCCCCCCCC